4-(5-hydroxy-6-methylpyrimidine-4-carbonyl)piperazine cadmium mercury [Hg].[Cd].OC=1C(=NC=NC1C)C(=O)N1CCNCC1